5-(6-methyl-5-vinylpyridazin-3-yl)pyrimidine-2,4(1H,3H)-dione CC1=C(C=C(N=N1)C=1C(NC(NC1)=O)=O)C=C